Potassium Bromide [Br-].[K+]